COC1=CC=C(C=C1)NS(OCC1=C(C=C2C([C@](C3(C(=C12)C)CC3)(C)O)=O)C)(=O)=O (R)-(6'-hydroxy-2',4',6'-trimethyl-7'-oxo-6',7'-dihydrospiro[cyclopropane-1,5'-inden]-3'-yl)methyl (4-methoxyphenyl)sulfamate